(R)-N-ethyl-1-(5-methoxy-6-(8-(pent-4-en-1-yl)imidazo[1,2-a]pyridin-6-yl)pyridin-2-yl)ethan-1-amine C(C)N[C@H](C)C1=NC(=C(C=C1)OC)C=1C=C(C=2N(C1)C=CN2)CCCC=C